N-(4-(3-((3-chlorophenethyl)amino)cyclobutoxy)phenyl)-N-methylmethanesulfonamide ClC=1C=C(CCNC2CC(C2)OC2=CC=C(C=C2)N(S(=O)(=O)C)C)C=CC1